2,6-difluoro-3-methylbenzoic acid methyl ester COC(C1=C(C(=CC=C1F)C)F)=O